C(C)(C)(C)OC(=O)N1C[C@H]([C@@H](CC1)C1=NC=C(C=C1)Cl)CO (3S,4R)-4-(5-chloro-2-pyridinyl)-3-(hydroxymethyl)piperidine-1-carboxylic acid tert-butyl ester